CC=1OC2=C(N1)C=C(C(=C2)C)C 2,5,6-TRIMETHYLBENZO[D]OXAZOLE